C(C)OC(C(=C)C)=O.N1=C(C=CC=C1)SSC1=NC=CC=C1 pyridyl disulphide ethyl-methacrylate